C(C)[C@]1(C(OCC=2C(N3CC=4C(=NC=5C=C(C(=C6C5C4[C@@H](CC6)CO)C)F)C3=CC21)=O)=O)O (1R,9S)-9-Ethyl-5-fluoro-9-hydroxy-1-(hydroxymethyl)-4-methyl-2,3,12,15-tetrahydro-benzo[de]pyrano[3',4':6,7]indolizino[1,2-b]quinoline-10,13(1H,9H)-dione